BrC1=NC(=CC(=C1)C(CN(C(OC(C)(C)C)=O)CCO)(C)O)Cl tert-butyl (2-(2-bromo-6-chloropyridin-4-yl)-2-hydroxypropyl)(2-hydroxyethyl)-carbamate